C(C)(=O)N1CCC2=CC(=CC=C12)S(=O)(=O)N1C=C(C=C1)C(=O)O 1-((1-acetylindolin-5-yl)sulfonyl)-1H-pyrrole-3-carboxylic Acid